2-(4-(((1R,3S)-3-hydroxycyclopentyl)amino)pyrido[3,4-d]pyridazin-1-yl)-5-(trifluoromethyl)phenol O[C@@H]1C[C@@H](CC1)NC=1N=NC(=C2C1C=NC=C2)C2=C(C=C(C=C2)C(F)(F)F)O